(-)-2-{(3S*,4R*)-4-(2,6-difluoro-4-methoxyphenyl)-3-[3-(4-fluorophenyl)ureido]-2-oxopyrrolidin-1-yl}acetic acid ethyl ester C(C)OC(CN1C([C@H]([C@@H](C1)C1=C(C=C(C=C1F)OC)F)NC(=O)NC1=CC=C(C=C1)F)=O)=O |o1:7,8|